FC1=C(C=CC(=C1F)OC)C1=CN=C2N1C=CN=C2NC2=CC(=C(C(=O)N1CCC(CC1)C(=O)NCC(CN1N=CC=C1)O)C=C2)C 1-(4-((3-(2,3-difluoro-4-methoxyphenyl)imidazo[1,2-a]pyrazin-8-yl)amino)-2-methylbenzoyl)-N-(2-hydroxy-3-(1H-pyrazol-1-yl)propyl)piperidine-4-carboxamide